(R)-4-amino-butyrate NCCCC(=O)[O-]